FC(ON(N=C(C#N)C#N)C1=CC=CC=C1)(F)F Carbonyl cyanide (trifluoromethoxy)-phenylhydrazone